[6-(6H-Dibenzo[b,f]azocin-5-yl)-6-oxo-hexyl]-2,2,2-trifluoro-acetamide C1=CC=CC=2N(CC3=C(C=CC21)C=CC=C3)C(CCCCCNC(C(F)(F)F)=O)=O